tert-butyl (5-chloro-3-ethylpyrazolo[1,5-a]pyrimidin-7-yl)(3-cyanobenzyl)carbamate ClC1=NC=2N(C(=C1)N(C(OC(C)(C)C)=O)CC1=CC(=CC=C1)C#N)N=CC2CC